phenyl-benzotriazol C1(=CC=CC=C1)C1=CC=CC=2NN=NC21